4-[3-[2,6-dichloro-4-(1-methylpyrazol-4-yl)benzoyl]-2,4-dihydro-1,3-benzoxazin-8-yl]-3,5-difluoro-2-morpholin-4-ylbenzoic acid ClC1=C(C(=O)N2COC3=C(C2)C=CC=C3C3=C(C(=C(C(=O)O)C=C3F)N3CCOCC3)F)C(=CC(=C1)C=1C=NN(C1)C)Cl